octadecylamine N-myristoyl-sarcosinate C(CCCCCCCCCCCCC)(=O)N(C)CC(=O)O.C(CCCCCCCCCCCCCCCCC)N